The molecule is a lignan that consists of cinnamaldehyde substituted by a methoxy group at position 2 and a 4-allylphenolic group at position 5. Isolated from Magnolia obovata, it exhibits antineoplastic activity. It has a role as a metabolite and an antineoplastic agent. It is a lignan, a monomethoxybenzene, an enal and a member of hydroxybiphenyls. It derives from an (E)-cinnamaldehyde. COC1=C(C=C(C=C1)C2=C(C=CC(=C2)CC=C)O)/C=C/C=O